(5-Bromo-2-fluoro-4-methoxyphenoxy)-5-(trifluoro-methyl)pyridine BrC=1C(=CC(=C(OC2=NC=C(C=C2)C(F)(F)F)C1)F)OC